4-chloro-1-(4-(4-(imidazo[1,2-a]pyridin-3-yl)-2-(trifluoromethyl)benzyl)piperazine-1-carbonyl)-1H-pyrazole-3-carboxylic acid ClC=1C(=NN(C1)C(=O)N1CCN(CC1)CC1=C(C=C(C=C1)C1=CN=C2N1C=CC=C2)C(F)(F)F)C(=O)O